bis(2-isocyanatoethyl)-2-isocyanato-hexanoate N(=C=O)CCC(C(C(=O)[O-])(N=C=O)CCN=C=O)CCC